[Cl-].C(=O)(O)COC1=C(C=CC=C1F)C1=CCC(CC1)OCC1[NH2+][C@@H](CC12NC(COC2)=O)C (3R)-1-[({4-[2-(carboxymethoxy)-3-fluorophenyl]cyclohex-3-en-1-yl}oxy)methyl]-3-methyl-7-oxo-9-oxa-2,6-diazaspiro[4.5]decan-2-ium chloride